FC=1C=C(C=CC1OC1=C2C(=NC=C1)NN=C2N(C)CCOC)NC(=O)C=2C(N(N=CC2)C2=CC=C(C=C2)F)=O N-(3-fluoro-4-((3-((2-methoxyethyl)(methyl)amino)-1H-pyrazolo[3,4-b]pyridin-4-yl)oxy)phenyl)-2-(4-fluorophenyl)-3-oxo-2,3-dihydropyridazine-4-carboxamide